7-chloro-3-(6-chloro-5-(trifluoromethyl)pyridazin-3-yl)-8-iodoimidazo[1,2-a]pyridine ClC1=C(C=2N(C=C1)C(=CN2)C=2N=NC(=C(C2)C(F)(F)F)Cl)I